Methyl (S)-(1-([1,1'-biphenyl]-4-yl)-2-oxo-3-(pyrrolidin-3-yl)-2,3-dihydro-1H-imidazo[4,5-b]pyridine-5-carbonyl)glycinate hydrochloride Cl.C1(=CC=C(C=C1)N1C(N(C2=NC(=CC=C21)C(=O)NCC(=O)OC)[C@@H]2CNCC2)=O)C2=CC=CC=C2